O1[C@@H]([C@@H](O)C(=O)C=2C(O)=CC(O)=CC12)C1=CC(O)=C(O)C=C1 |r| (±)-Taxifolin